COC1=CC(=C(C(=O)O)C=C1)N1N=CC(=C1)C1=CN(C(C=C1C1=CC(=NC=C1)OC)=O)C 4-Methoxy-2-[4-(2'-methoxy-1-methyl-6-oxo-1,6-dihydro-[4,4']bipyridinyl-3-yl)-pyrazol-1-yl]-benzoic acid